N-((1-methyl-1H-imidazo[1,2-b]pyrazol-7-yl)methyl)-6-(trifluoromethoxy)nicotinamide CN1C=CN2N=CC(=C21)CNC(C2=CN=C(C=C2)OC(F)(F)F)=O